FC(C(C(C(C(C(F)(F)F)(F)F)(F)F)(F)F)(F)F)(S(=O)(=O)O)F perfluoro-1-hexanesulfonic acid